FC=1C=C(C(=O)C=2C=C3C(=CNC3=CC2)C=2CCN(CC2)CCCCC)C=CC1 5-(3-fluorobenzoyl)-3-(1-pentyl-1,2,3,6-tetrahydropyridin-4-yl)-1H-indole